tert-Butyl-N-[3-({[(1R,2R,3S,4R)-4-[5-(4-benzylthiophen-2-yl)pyrrolo[2,3-d]pyrimidin-7-yl]-2,3-dihydroxycyclopentyl]methyl}amino)propyl]-N-[2-(4-fluorophenyl)ethyl]carbamate C(C)(C)(C)OC(N(CCC1=CC=C(C=C1)F)CCCNC[C@@H]1[C@H]([C@H]([C@@H](C1)N1C=C(C2=C1N=CN=C2)C=2SC=C(C2)CC2=CC=CC=C2)O)O)=O